4-(7-(8-ethyl-7-fluoro-3-hydroxynaphthalen-1-yl)-8-fluoro-2-(((2R,7aS)-2-fluorotetrahydro-1H-pyrrolizin-7a(5H)-yl)methoxy)pyrido[4,3-d]pyrimidin-4-yl)-6-ethynyl-1,4-oxazepan-6-ol C(C)C=1C(=CC=C2C=C(C=C(C12)C1=C(C=2N=C(N=C(C2C=N1)N1CCOCC(C1)(O)C#C)OC[C@]12CCCN2C[C@@H](C1)F)F)O)F